CN1C(N(CC1)CCCNC1=NC(=NC=C1C(F)(F)F)NC=1C(=NN(C1)C1CCN(CC1)C)C)=O 1-methyl-3-(3-((2-((3-methyl-1-(1-methylpiperidin-4-yl)-1H-pyrazol-4-yl)amino)-5-(trifluoromethyl)pyrimidin-4-yl)amino)propyl)imidazolidin-2-one